C(C1=CC=CC=C1)NC(C1=CC(=CC=C1)C=1C=CC2=C(NC(=N2)NC(CC)=O)C1)=O N-benzyl-3-(2-propionamido-1H-benzo[d]imidazol-6-yl)benzamide